4-methoxy-N-((S)-4-methyl-1-oxo-1-(((S)-3-oxo-1-((S)-2-oxopyrrolidin-3-yl)-4-(2,3,5,6-tetrafluorophenoxy)butan-2-yl)amino)pentan-2-yl)-1H-indole-2-carboxamide COC1=C2C=C(NC2=CC=C1)C(=O)N[C@H](C(N[C@@H](C[C@H]1C(NCC1)=O)C(COC1=C(C(=CC(=C1F)F)F)F)=O)=O)CC(C)C